(2S,4S)-1-(tert-Butoxycarbonyl)-4-(methylsulfonylamino)pyrrolidine-2-carboxylic acid C(C)(C)(C)OC(=O)N1[C@@H](C[C@@H](C1)NS(=O)(=O)C)C(=O)O